1-(5-chloro-1,1-dioxido-3-oxoisothiazol-2(3H)-yl)-3,6,9,12,15,18-hexaoxahenicosan-21-oic Acid ClC1=CC(N(S1(=O)=O)CCOCCOCCOCCOCCOCCOCCC(=O)O)=O